BrC1=CC=C(C=2C(N(CC12)C1=C(C=C(C=C1)F)C)=O)C(=O)NC1=CC(NC=C1)=O 7-bromo-2-(4-fluoro-2-methylphenyl)-3-oxo-N-(2-oxo-1,2-dihydropyridin-4-yl)isoindoline-4-carboxylic acid amide